((1s,3s)-3-Hydroxy-3-methylcyclobutyl)(7-(2-isopropylphenoxy)-2-azaspiro[3.5]nonan-2-yl)methanon OC1(CC(C1)C(=O)N1CC2(C1)CCC(CC2)OC2=C(C=CC=C2)C(C)C)C